4-N-BOC-AMINO-3-FLUOROPHENYLBORONIC ACID B(C1=CC(=C(C=C1)NC(=O)OC(C)(C)C)F)(O)O